N-((1H-benzo[d]imidazol-6-yl)methyl)-6,7-dihydrospiro[cyclopenta[d]pyrazolo[1,5-a]pyrimidine-5,1'-cyclopentane]-8-amine N1C=NC2=C1C=C(C=C2)CNC2=C1C(=NC=3N2N=CC3)C3(CCCC3)CC1